C(C)C(C(=O)OCC(O)CO)CCCC glycerol (ethyl hexanoate)